methyl-1-((1-(cyanomethyl)cyclobutyl)methyl)-1H-pyrrole CC=1N(C=CC1)CC1(CCC1)CC#N